C(CCCCCCCC)OC(CCCCCCCN(CCC(=O)O)CCCCCCCC(=O)OC(CCCCCCCC)CCCCCCCCC)=O 3-((8-(nonyloxy)-8-oxooctyl)(8-(octadeca-9-yloxy)-8-oxooctyl)amino)propanoic acid